C(C=CCC)(=O)C([C@@H]([C@H](N)C(=O)N[C@H]1C(O)O[C@@H]([C@H]([C@@H]1O)O)CO)C)C N-(4-pentenoyl-isoleucyl)-glucosamine